N1C=NC(=C1)CNN1N=CC2=C(C=CC=C12)C1=C(C(=CC=C1)C=1CCCCC1)O ((((1H-imidazol-4-yl)methyl)amino)-1H-indazol-4-yl)-2',3',4',5'-tetrahydro-[1,1'-biphenyl]-2-ol